tert-butyl (S,E)-(3-(3-(methyl((3-methyl-4-((pyridin-3-ylamino)methyl)benzofuran-2-yl)methyl)amino)-3-oxoprop-1-en-1-yl)-8-oxo-6,7,8,9-tetrahydro-5H-pyrido[2,3-b]azepin-7-yl)carbamate CN(C(/C=C/C1=CC2=C(NC([C@H](CC2)NC(OC(C)(C)C)=O)=O)N=C1)=O)CC=1OC2=C(C1C)C(=CC=C2)CNC=2C=NC=CC2